C[C@@]1(CCC2=CC(=CC=C12)C)C(=O)N[C@@H]1C[C@@H](OC2=C1C=CC(=C2)OC)C=2C=C(C(=O)O)C=CC2 3-[(2R,4R)-4-{[(1S)-1,5-dimethyl-2,3-dihydro-1H-indene-1-carbonyl]amino}-7-methoxy-3,4-dihydro-2H-1-benzopyran-2-yl]benzoic acid